NC1=NC=NN2C1=C(C=C2C2CCN(CC2)C(C(C)C)=O)C2=CC=C(C=C2)C2=C(C(N(C(=C2C#N)COCC)C2=CC=CC=C2)=O)C(=O)N (4-(4-amino-7-(1-isobutyrylpiperidin-4-yl)pyrrolo[2,1-f][1,2,4]triazin-5-yl)phenyl)-5-cyano-6-(ethoxymethyl)-2-oxo-1-phenyl-1,2-dihydropyridine-3-carboxamide